5-chloro-2-(1,5-dimethyl-4-{[(4-{[2-(trimethylsilyl) ethoxy] methoxy} phenyl) amino] carbonyl}-1H-pyrrol-2-yl)-3-methylbenzoate ClC=1C=C(C(=C(C(=O)[O-])C1)C=1N(C(=C(C1)C(=O)NC1=CC=C(C=C1)OCOCC[Si](C)(C)C)C)C)C